8-(3-((3'-((2-chloro-4-formyl-5-hydroxyphenoxy)methyl)-2,2'-dimethyl-[1,1'-biphenyl]-3-yl)oxy)propyl)-2,8-diazaspiro[4.5]decane-2-carboxylic acid tert-butyl ester C(C)(C)(C)OC(=O)N1CC2(CC1)CCN(CC2)CCCOC=2C(=C(C=CC2)C2=C(C(=CC=C2)COC2=C(C=C(C(=C2)O)C=O)Cl)C)C